N[C@@H]1CN(CC[C@H]1O)C1CC(N(C1)C1=CC=C(C=C1)S(=O)(=O)N1CCN(CC1)C1=NC(=CC(=C1)C(F)(F)F)Cl)=O 4-((3R,4R)-3-amino-4-hydroxypiperidin-1-yl)-1-(4-((4-(6-chloro-4-(trifluoromethyl)pyridin-2-yl)piperazin-1-yl)sulfonyl)phenyl)pyrrolidin-2-one